OC(C)(C)C1=C(C=CC(=C1)OC=1SC=CN1)NC1=NC=NC2=CC(=C(C=C12)OC1CN(C1)C(C=C)=O)OC 1-(3-((4-((2-(2-Hydroxypropan-2-yl)-4-(thiazol-2-yloxy)phenyl)amino)-7-methoxyquinazolin-6-yl)oxy)azetidin-1-yl)prop-2-en-1-one